7-deaza-8-aza-adenine N1=CN=C2N=NCC2=C1N